ClC1=NC=C2N(C(N(C2=N1)C12CCC(CC1)(CC2)O)=O)C 2-chloro-9-(4-hydroxybicyclo[2.2.2]oct-1-yl)-7-methyl-7,9-dihydro-8H-purin-8-one